tetramethyl-4-piperidinamine CC1C(N(CCC1N)C)(C)C